C1=CC=CC=2C3=CC=CC=C3C(C12)COC(=O)N[C@@H](CCC(=O)O)C(=O)O.C(CC)C1CCC(CC1)C1CCCCC1 4-(4-propylcyclohexyl)cyclohexane N-[(9H-Fluoren-9-ylmethoxy)carbonyl]-L-glutamate